C1CCC2=C(C=CC=C12)B(O)O (2,3-dihydro-1H-inden-4-yl)boronic acid